OC1(CC(C1)C(=O)O)C(F)(F)F 3-hydroxy-3-(trifluoromethyl)cyclobutane-1-carboxylic acid